Oxazol-5-ylmethyl (1-((3-chloro-4-fluorophenyl)carbamoyl)-2-methyl-2,4,5,6-tetrahydro cyclopenta[c]pyrrol-4-yl)carbamate ClC=1C=C(C=CC1F)NC(=O)C=1N(C=C2C1CCC2NC(OCC2=CN=CO2)=O)C